tert-Butyl 6-((2-fluoro-4-methyl-5-(pyridin-2-yl)phenyl)carbamoyl)-3,6-diazabicyclo[3.1.1]heptane-3-carboxylate FC1=C(C=C(C(=C1)C)C1=NC=CC=C1)NC(=O)N1C2CN(CC1C2)C(=O)OC(C)(C)C